1-[5-tert-butyl-2-p-tolyl-2H-pyrazol-3-yl]-3-[4-(2-imidazol-1-yl-ethoxy)naphthalen-1-yl]-urea C(C)(C)(C)C=1C=C(N(N1)C1=CC=C(C=C1)C)NC(=O)NC1=CC=C(C2=CC=CC=C12)OCCN1C=NC=C1